S(N)(=O)(=O)CNC1=NN2C(CN(CCC2)C=2C3=C(N=CN2)CNCC3)=C1 4-(2-((sulfamoyl)methylamino)-7,8-dihydro-4H-pyrazolo[1,5-a][1,4]diazepin-5(6H)-yl)-6,8-dihydro-5H-pyrido[3,4-d]pyrimidine